CC(CCCCCC(C)C)O 2-isodecyl alcohol